CC1=C(C=CC(=C1)C1=NC2=CC=C(C=C2C=N1)C(F)(F)F)N1C(C=2N(CC1)N=CC2N2CCOCC2)=O 5-(2-methyl-4-(6-(trifluoromethyl)quinazolin-2-yl)phenyl)-3-morpholino-6,7-dihydropyrazolo[1,5-a]pyrazin-4(5H)-one